C(C1=CC=CC=C1)OC(=O)NC(N[C@](C(=O)OC(C)C)(CC(C)(C)C)C=1C=CC=2N(C1)C=CN2)=S Isopropyl (R)-2-(3-((benzyloxy)carbonyl)thioureido)-2-(imidazo[1,2-a]pyridin-6-yl)-4,4-dimethylpentanoate